benzyl 1-(3-(1-(tert-butoxycarbonyl)azetidin-3-yl)pyridin-4-yl)piperidine-4-carboxylate C(C)(C)(C)OC(=O)N1CC(C1)C=1C=NC=CC1N1CCC(CC1)C(=O)OCC1=CC=CC=C1